ClC1=CC(=C(C=C1)C(\C=C(\C)/NC(C)C)=O)F (Z)-1-(4-chloro-2-fluoro-phenyl)-3-(isopropylamino)but-2-en-1-one